3-[7-(2-azaspiro[3.5]nonan-7-yl)-7-azaspiro[3.5]nonan-2-yl]-6-[2-cyano-3-[[ethyl(methyl)sulfamoyl]amino]-6-fluoro-phenoxy]-4-oxo-quinazoline C1NCC12CCC(CC2)N2CCC1(CC(C1)N1C=NC3=CC=C(C=C3C1=O)OC1=C(C(=CC=C1F)NS(N(C)CC)(=O)=O)C#N)CC2